ClC=1C=C(C=C2C(=C(C=NC12)C#N)NCC(C)(C)C)NC([2H])(C=1C(=NC=C(C1)F)C)C=1N=NN(C1)C1CC1 8-chloro-6-(((1-cyclopropyl-1H-1,2,3-triazol-4-yl)(5-fluoro-2-methylpyridin-3-yl)methyl-d)amino)-4-(neopentylamino)quinoline-3-carbonitrile